FC1=CC=C(C=C1)NC1C(C(NC2=CC=CC=C12)=O)(C)C 4-((4-Fluorophenyl)amino)-3,3-dimethyl-3,4-dihydroquinolin-2(1H)-one